tert-butyl ((4R,5S)-1-(3-(2,6-bis(benzyloxy)pyridin-3-yl)-1-methyl-1H-indazol-6-yl)-5-methyl-2-oxopiperidin-4-yl)(methyl)carbamate C(C1=CC=CC=C1)OC1=NC(=CC=C1C1=NN(C2=CC(=CC=C12)N1C(C[C@H]([C@H](C1)C)N(C(OC(C)(C)C)=O)C)=O)C)OCC1=CC=CC=C1